tert-Butyl (3S,5R)-3-[[6-[4-(3,3-difluoropropylsulfonylamino)-3-fluoro-phenyl]-8-isopropyl-7-oxo-pteridin-2-yl]amino]-5-(fluoromethyl)piperidine-1-carboxylate FC(CCS(=O)(=O)NC1=C(C=C(C=C1)C1=NC=2C=NC(=NC2N(C1=O)C(C)C)N[C@@H]1CN(C[C@@H](C1)CF)C(=O)OC(C)(C)C)F)F